CC1=NN2C(N(CCC2)C(CCC(=O)NC2=NC=C(N=C2)C2=CC=CC=C2)=O)=C1 4-(2-methyl-6,7-dihydropyrazolo[1,5-a]pyrimidin-4(5H)-yl)-4-oxo-N-(5-phenylpyrazin-2-yl)butanamide